CC12CC(N(C2C1)C(CNC(CCCOC1=CC=CC=C1)=O)=O)C(=O)N 5-methyl-2-((4-phenoxybutyryl)glycyl)-2-azabicyclo[3.1.0]hexane-3-carboxamide